NC([C@H](CCC(=O)OC(C)(C)C)N1C(C2=CC=C(C=C2C1)O[C@@H]1CN(CC1)CC=1C(=C2C=CC(=NC2=CC1)C1CCOCC1)F)=O)=O Tert-butyl (S)-5-amino-4-(5-(((S)-1-((5-fluoro-2-(tetrahydro-2H-pyran-4-yl)quinolin-6-yl)methyl)pyrrolidin-3-yl)oxy)-1-oxoisoindolin-2-yl)-5-oxopentanoate